samarium (III) stearate C(CCCCCCCCCCCCCCCCC)(=O)[O-].[Sm+3].C(CCCCCCCCCCCCCCCCC)(=O)[O-].C(CCCCCCCCCCCCCCCCC)(=O)[O-]